C1(=CC=CC=C1)C1=NC(=NC(=C1)C1=CC=CC=C1)C1=C(C=C(N)C=C1F)F 4-(4,6-diphenylpyrimidin-2-yl)-3,5-difluoroaniline